Ethyl-(3aR,10aR)-7-methyl-8-((3,4,5-trifluorophenyl)carbamoyl)-3a,4,10,10a-tetrahydro-1H,7H-dipyrrolo[3,4-b:3',4'-f][1,4,5]oxathiazocin-2(3H)-carboxylat-5,5-dioxid C(C)C1N(C[C@@H]2NS(C=3C(OC[C@@H]21)=C(N(C3)C)C(NC3=CC(=C(C(=C3)F)F)F)=O)(=O)=O)C(=O)[O-]